2-(4-fluorophenyl)butanehydrazide FC1=CC=C(C=C1)C(C(=O)NN)CC